NC1=NC=C(C2=C1C(=NN2C(C)C)C2=CC(=C(C=C2)NS(=O)(=O)C2=C(C=CC=C2)Cl)F)C2=CC[C@@H](CC2)NC[C@@H](C)F N-(4-(4-amino-7-(4(R)-((2(R)-fluoropropyl)amino)cyclohex-1-en-1-yl)-1-isopropyl-1H-pyrazolo[4,3-c]pyridin-3-yl)-2-fluorophenyl)-2-chlorobenzenesulfonamide